rutinose disodium sulfate S(=O)(=O)([O-])[O-].[Na+].[Na+].O[C@H]1[C@H](O)[C@@H](O)[C@H](O)[C@H](O1)CO[C@H]1[C@H](O)[C@H](O)[C@@H](O)[C@@H](O1)C